N-(4-fluorophenyl)-3-(2'-(hydroxymethyl)-4'-(trifluoromethoxy)-[1,1'-biphenyl]-4-yl)oxetane-3-carboxamide FC1=CC=C(C=C1)NC(=O)C1(COC1)C1=CC=C(C=C1)C1=C(C=C(C=C1)OC(F)(F)F)CO